4-bromo-2-(1H-pyrazol-5-yl)thiazole BrC=1N=C(SC1)C1=CC=NN1